7-((1H-indazol-4-yl)methyl)-5-methyl-2-((6-methylpyridin-2-yl)methyl)-5,7-dihydro-1H-pyrrolo[2,3-d:4,5-d']dipyridazine-1,6(2H)-dione N1N=CC2=C(C=CC=C12)CN1N=CC2=C(C1=O)N(C=1C=NN(C(C12)=O)CC1=NC(=CC=C1)C)C